furo[3,2-c]Pyridine-7-carboxylic acid methyl ester COC(=O)C=1C2=C(C=NC1)C=CO2